N-(4-((3-amino-1H-pyrazolo[3,4-b]pyridin-4-yl)oxy)-3-fluorophenyl)-3-(4-fluorophenyl)-1-isopropyl-2,4-dioxo-1,2,3,4-tetrahydropyrimidine-5-carboxamide NC1=NNC2=NC=CC(=C21)OC2=C(C=C(C=C2)NC(=O)C=2C(N(C(N(C2)C(C)C)=O)C2=CC=C(C=C2)F)=O)F